N-quinolin-6-ylacetamide N1=CC=CC2=CC(=CC=C12)NC(C)=O